CS(=O)(=O)C=1N=CC2=C(N1)N(C(C=C2C#C[Si](C(C)C)(C(C)C)C(C)C)=O)CC2C(NCC2)=O 3-({2-methanesulfonyl-7-oxo-5-[2-(triisopropylsilyl)ethynyl]pyrido[2,3-d]pyrimidin-8-yl}methyl)pyrrolidin-2-one